3,5-dimethoxy-4-deuteromethoxyphenylacetylene COC=1C=C(C=C(C1OC[2H])OC)C#C